C(C)(C)(C)OC(NC1(CN(C1)C=1SC(=C(N1)C(F)F)OC1=C(C=C(C=C1)N1N=CN(C1=O)CC1=C(C=CC=C1F)F)F)C)=O (1-(5-(4-(4-(2,6-difluorobenzyl)-5-oxo-4,5-dihydro-1H-1,2,4-triazol-1-yl)-2-fluorophenoxy)-4-(difluoromethyl)thiazol-2-yl)-3-methylazetidin-3-yl)carbamic acid tert-butyl ester